dichloro sulfate S(=O)(=O)(OCl)OCl